C(CCCCCCCCCCCCC\C=C/CC=CCC=CCC=CCC=CCC)C1OCCCC1 ((Z)-15,18,21,24,27-triacontapentaene-1-yl)tetrahydro-2H-pyran